CC(C)(C)C=1C=C(C=C(C1O)C(C)(C)C)C(C(=O)OCCCCCCCCCCC(C)C)C isotridecyl 3,5-bis(1,1-dimethylethyl)-4-hydroxyphenylpropionate